CC1(CCN(C2=CC=C(C=C12)C#CC1=CC=C(C=C1)/C=C/C(=O)O)C(C)C)C (2E)-3-(4-2-[4,4-dimethyl-1-(propan-2-yl)-1,2,3,4-tetrahydroquinolin-6-yl]ethynylphenyl)prop-2-enoic acid